N-[(2S)-1-({(1S)-1-cyano-2-[(3R)-2,5-dioxopyrrolidin-3-yl]ethyl}amino)-4-methyl-1-oxopentan-2-yl]-4-methoxy-1H-indole-2-carboxamide C(#N)[C@H](C[C@H]1C(NC(C1)=O)=O)NC([C@H](CC(C)C)NC(=O)C=1NC2=CC=CC(=C2C1)OC)=O